2-(1-(4-bromophenyl)-3-(thiophen-3-yl)-1H-pyrazol-4-yl)-5-methyl-3-(2-(2-oxo-2,3-dihydro-1H-benzo[d]imidazol-5-yl)ethyl)oxazolidin-4-one BrC1=CC=C(C=C1)N1N=C(C(=C1)C1OC(C(N1CCC1=CC2=C(NC(N2)=O)C=C1)=O)C)C1=CSC=C1